1-((2R,3S,5R)-5-(6-amino-2-fluoro-9H-purin-9-yl)-2-ethynyl-2-(hydroxymethyl)tetrahydrofuran-3-yl) 10-(tert-butyl) decanedioate C(CCCCCCCCC(=O)OC(C)(C)C)(=O)O[C@@H]1[C@](O[C@H](C1)N1C2=NC(=NC(=C2N=C1)N)F)(CO)C#C